C(#N)C1N(C2=CC=C(C=C2C=C1)OC)C(SCC)=O S-Ethyl 2-cyano-6-methoxy-1(2H)-quinolinecarbothioate